C(C)N1N=CC(=C1)C=1C=C2C(C(C(O2)CC(C)(C)F)C)CC1 6-(1-ethyl-1H-pyrazol-4-yl)-2-(2-fluoro-2-methylpropyl)-3-methyl-1,2,3,4-tetrahydrobenzofuran